NCC(O)C=1C=C(C(=CC1)O)O 4-(2-amino-1-Hydroxyethyl)-1,2-benzenediol